FC1=CC=CC(=C(C1=O)O)C1OCCCC1 7-fluoro-2-hydroxy-3-(tetrahydro-2H-pyran-2-yl)cyclohepta-2,4,6-trien-1-one